BrC1=CN=C(S1)C=1C(=NC=CN1)C(C)N 1-[3-(5-bromothiazol-2-yl)pyrazin-2-yl]ethylamine